4,5-difluoro-N-methoxy-N-methyl-2-nitrobenzamide FC1=CC(=C(C(=O)N(C)OC)C=C1F)[N+](=O)[O-]